Cl.Cl.COC(C(CC1=CC=C(C=C1)C1=C(C(=NC=C1)C)C)N)=O 2-amino-3-(4-(2,3-dimethylpyridine-4-yl)phenyl)propionic acid methyl ester dihydrochloride